1-[2-(4-Ethyl-piperazin-1-yl)-4-methyl-quinolin-6-yl]-3-thiophen-2-ylmethyl-thiourea C(C)N1CCN(CC1)C1=NC2=CC=C(C=C2C(=C1)C)NC(=S)NCC=1SC=CC1